C1(CCCCC1)C(CC(CC)C)(O)C1CCCC1 1-Cyclohexyl-1-cyclopentyl-3-methyl-pentan-1-ol